3-(4-(2-(2-fluorophenyl)imidazo[4,5-d]pyrrolo[2,3-b]pyridin-1(6H)-yl)-1H-pyrazol-1-yl)propionitrile FC1=C(C=CC=C1)C1=NC=2C(=C3C(=NC2)NC=C3)N1C=1C=NN(C1)CCC#N